FC(C1=NN2C(N=C(C=C2NC[C@@](C)(C2=CC=C(C=C2)F)C2CCN(CC2)C(=O)N)C(F)(F)F)=C1)(F)F (R)-4-(1-((2,5-bis(trifluoromethyl)pyrazolo[1,5-a]pyrimidin-7-yl)amino)-2-(4-fluorophenyl)propan-2-yl)piperidine-1-carboxamide